FC1=C(C#N)C(=CC=C1)C1=CC=CC2=C1NC(=NS2(=O)=O)NCCOC 2-fluoro-6-(3-((2-methoxyethyl)amino)-1,1-dioxido-4H-benzo[e][1,2,4]thiadiazin-5-yl)benzonitrile